3-((3-methyl-4-oxo-8-(4-(trifluoromethyl)phenyl)-3,4-dihydropyrido[4,3-d]pyrimidin-5-yl)amino)cyclopentane-1-carboxylic acid CN1C=NC2=C(C1=O)C(=NC=C2C2=CC=C(C=C2)C(F)(F)F)NC2CC(CC2)C(=O)O